2-methyl-N-((S)-2,2,2-trifluoro-1-(1-neopentyl-6-(4,4,5,5-tetramethyl-1,3,2-dioxaborolan-2-yl)-1H-pyrrolo[2,3-b]pyridin-3-yl)ethyl)propane-2-sulfinamide CC(C)(C)S(=O)N[C@H](C(F)(F)F)C1=CN(C2=NC(=CC=C21)B2OC(C(O2)(C)C)(C)C)CC(C)(C)C